methyl N-[2-(3-methoxyphenyl)ethyl]-carbamate COC=1C=C(C=CC1)CCNC(OC)=O